[Cl-].[Cl-].C[Zr+2](C=1C(C2=C(C=CC(=C2C1)C)C)C)C1C=CC=C1 methylcyclopentadienyl-(1,4,7-trimethylindenyl)zirconium dichloride